Methyl 4-((1-(3-(benzo[d][1,3]dioxol-5-yl(methyl) carbamoyl)phenyl)-3-(trifluoromethyl)-1,4,5,6,7,8-hexahydro-4,7-epiminocyclohepta[c]pyrazol-9-yl)sulfonyl)benzoate O1COC2=C1C=CC(=C2)N(C(=O)C=2C=C(C=CC2)N2N=C(C1=C2CC2CCC1N2S(=O)(=O)C2=CC=C(C(=O)OC)C=C2)C(F)(F)F)C